5-(isothiazol-3-yl)-2-naphthoic acid S1N=C(C=C1)C1=C2C=CC(=CC2=CC=C1)C(=O)O